O=C(CCCC(=O)OCC)C ethyl 5-oxohexanoate